C(C1=CC(=CC=C1)OC)(=O)O meta-anisic acid